N-(5-methyl-4,5,6,7-tetrahydropyrazolo[1,5-a]pyrazin-2-yl)benzamide CN1CC=2N(CC1)N=C(C2)NC(C2=CC=CC=C2)=O